1,6-bis(4-chlorophenyl)-4-(2-hydroxyphenyl)-3-(4-nitrophenyl)-5,6-dihydro-1H-pyrrolo[3,4-b]pyridine-2,7-dione ClC1=CC=C(C=C1)N1C2=C(C(=C(C1=O)C1=CC=C(C=C1)[N+](=O)[O-])C1=C(C=CC=C1)O)CN(C2=O)C2=CC=C(C=C2)Cl